2,2',7,7'-Tetrakis(N,N-diphenylamino)-9,9-spirobifluorene C1(=CC=CC=C1)N(C1=CC=CC=C1)C1=CC=2C3(C4=CC(=CC=C4C2C=C1)N(C1=CC=CC=C1)C1=CC=CC=C1)C1=CC(=CC=C1C=1C=CC(=CC13)N(C1=CC=CC=C1)C1=CC=CC=C1)N(C1=CC=CC=C1)C1=CC=CC=C1